ClC1=CC(=C(OCC=2C=NC=C(C#N)C2)C=C1OCC1=C(C=C(C=C1)C1=CC2=C(OCC(O2)C=O)C=C1)C)C=O 5-((4-chloro-2-formyl-5-((4-(3-formyl-2,3-dihydrobenzo[b][1,4]dioxin-6-yl)-2-methylbenzyl)oxy)phenoxy)methyl)nicotinonitrile